ClC1=C(C(=O)NC=2C(=NNC2)C(=O)NC2CCN(CC2)CC=2C=C3CN(C(C3=CC2)=O)N2C(NC(CC2)=O)=O)C(=CC=C1)Cl 4-(2,6-dichlorobenzoylamino)-N-(1-((2-(2,4-dioxotetrahydropyrimidin-1(2H)-yl)-1-oxoisoindolin-5-yl)methyl)piperidin-4-yl)-1H-pyrazole-3-carboxamide